N-(2,4-difluoro-3-(5-(4-hydroxypiperidin-1-yl)-1H-pyrrolo[2,3-b]pyridine-3-carbonyl)phenyl)propane-1-sulfonamide potassium formate salt C(=O)[O-].[K+].FC1=C(C=CC(=C1C(=O)C1=CNC2=NC=C(C=C21)N2CCC(CC2)O)F)NS(=O)(=O)CCC